succinimidyl 4-(maleimidomethyl)cyclohexane-1-carboxylate C1(C=CC(N1CC1CCC(CC1)C(=O)ON1C(CCC1=O)=O)=O)=O